BrC=1C=C(C2=C(OC3(CCCC3)OC2C)C1)C(=O)NCC=1C(NC(=CC1C)C)=O 7-bromo-N-((4,6-dimethyl-2-oxo-1,2-dihydropyridin-3-yl)methyl)-4-methyl-spiro[benzo[d][1,3]dioxine-2,1'-cyclopentane]-5-carboxamide